sodium 3-oxo-1,2-benzisothiazole-2(3H)-propanesulfonate-1,1-dioxide O=C1N(S(C2=C1C=CC=C2)(=O)=O)CCCS(=O)(=O)[O-].[Na+]